1-((3R,5R,8R,9R,10S,13S,14S,17R)-3-hydroxy-3-methylhexadecahydro-1H-cyclopenta[a]phenanthren-17-yl)ethan-1-one O[C@@]1(CC[C@@H]2[C@H]3CC[C@@H]4[C@@H](CC[C@H]4[C@@H]3CC[C@@H]2C1)C(C)=O)C